2-Ethylbutyl ((S)-(((2R,3S,5R)-5-(6-amino-2-fluoro-9H-purin-9-yl)-3-(((decyloxy)carbonyl)oxy)-2-ethynyltetrahydrofuran-2-yl)methoxy)(phenoxy)phosphoryl)-L-alaninate NC1=C2N=CN(C2=NC(=N1)F)[C@H]1C[C@@H]([C@@](O1)(C#C)CO[P@](=O)(OC1=CC=CC=C1)N[C@@H](C)C(=O)OCC(CC)CC)OC(=O)OCCCCCCCCCC